4-[bis(4-aminophenyl)-4H-1,2,4-triazol-3-yl]aniline NC1=CC=C(C=C1)C=1N(C(=NN1)C1=CC=C(N)C=C1)C1=CC=C(C=C1)N